3,3,4,4,5,5,6,6,7,7,8,8,9,9,10,10,10-heptadecafluoro-1-decanamine FC(CCN)(C(C(C(C(C(C(C(F)(F)F)(F)F)(F)F)(F)F)(F)F)(F)F)(F)F)F